ClC1=C(C(=O)N2CC=3N=C(SC3C2)NC(C2=CN=C(C=C2C2=C(C=CC(=C2)C#N)OC)C)=O)C=CC=C1C(F)F N-(5-(2-Chloro-3-(difluoromethyl)benzoyl)-5,6-dihydro-4H-pyrrolo[3,4-d]thiazol-2-yl)-4-(5-cyano-2-methoxyphenyl)-6-methyl-nicotinamide